BrC1=C2CN(CC2=CC=C1)C(=O)NC 4-bromo-N-methylisoindoline-2-carboxamide